C1N[C@@H](CC2=CC=CC=C12)CO (3S)-1,2,3,4-tetrahydroisoquinolin-3-ylmethanol